(R)-2-(tert-butyl)-N-(8-(4-((1-methyl-1H-pyrazol-3-yl)amino)-1,3,5-triazin-2-yl)-2-(oxetan-3-yl)-2,3,4,5-tetrahydro-1H-benzo[c]azepin-5-yl)oxazole-4-carboxamide C(C)(C)(C)C=1OC=C(N1)C(=O)N[C@H]1C2=C(CN(CC1)C1COC1)C=C(C=C2)C2=NC=NC(=N2)NC2=NN(C=C2)C